ClC=1C=C2C(=NC=NC2=C(C1C1=C(C=CC=C1O)F)F)N1CC(N(C(C1)C)C(C=C)=O)C 1-(4-(6-chloro-8-fluoro-7-(2-fluoro-6-hydroxy-phenyl)quinazolin-4-yl)-2,6-dimethyl-piperazin-1-yl)prop-2-en-1-one